cis-2-(3-(3-((4-fluoro-1,1-dioxido-2,3-dihydrobenzo[d]isothiazol-5-yl)amino)-1H-pyrazol-5-yl)cyclopentyl)isoxazol-3(2H)-one FC1=C(C=CC2=C1CNS2(=O)=O)NC2=NNC(=C2)[C@H]2C[C@H](CC2)N2OC=CC2=O